OC1(C(C=NC2=CC=CC=C12)OC)C1=CC=CC=C1 4-hydroxy-3-methoxy-4-phenyl-3,4-dihydro-quinolin